(4-(Methyl((trans)-4-((N-methylsulfamoyl) methyl)cyclohexyl)amino)-7H-pyrrolo[2,3-d]pyrimidin-7-yl)methyl-2-(4-acetamidophenyl)acetate CN(C=1C2=C(N=CN1)N(C=C2)COC(CC2=CC=C(C=C2)NC(C)=O)=O)[C@@H]2CC[C@H](CC2)CS(NC)(=O)=O